5-(4,4,5,5-tetramethyl-1,3,2-dioxaborolan-2-yl)indolin-2-one CC1(OB(OC1(C)C)C=1C=C2CC(NC2=CC1)=O)C